C1(=CC=CC=C1)C1=CC=CC=2N=C(NC21)C2=CC(=CC(=C2)C=2NC1=C(N2)C=CC=C1C1=CC=CC=C1)C=1NC2=C(N1)C=CC=C2C2=CC=CC=C2 1,3,5-tris(phenylbenzimidazol-2-yl)benzene